3-(1-benzyl-4-(2-ethoxy-2-oxoethyl)-5-(4-methoxyphenyl)-3-methyl-2-oxo-2,3-dihydro-1H-pyrrol-3-yl)propionic acid ethyl ester C(C)OC(CCC1(C(N(C(=C1CC(=O)OCC)C1=CC=C(C=C1)OC)CC1=CC=CC=C1)=O)C)=O